CC1=CC=C(C(=N1)C1=C(C=CC(=C1)N)N)[N+](=O)[O-] (6-methyl-3-nitropyridin-2-yl)benzene-1,4-diamine